C1(CC1)NC(=O)C1=CN=C2N1N=C(C=C2NC)NC2=CC(=CC=C2)C2=NC=C(C=C2)C=O N-cyclopropyl-6-{[3-(5-formylpyridin-2-yl)phenyl]amino}-8-(methylamino)imidazo[1,2-b]pyridazine-3-carboxamide